FC1(CCC(OC1)C1=NC=CC(=C1NC(=O)C=1C=NC(=NC1)C(C)C)C1=C(C=CC=C1)F)F N-[2-(5,5-difluorotetrahydropyran-2-yl)-4-(2-fluorophenyl)-3-pyridyl]-2-isopropyl-pyrimidine-5-carboxamide